(1S,3S,4S)-3-fluoro-4-hydroxycyclopentane-1-carboxylic acid ethyl ester C(C)OC(=O)[C@@H]1C[C@@H]([C@H](C1)O)F